BrC1=NN2C(CN(CC2)C(=O)OC(C)(C)C)=C1C1=C2C(=NC=C1)NC=C2C tert-butyl 2-bromo-3-(3-methyl-1H-pyrrolo[2,3-b]pyridin-4-yl)-6,7-dihydropyrazolo[1,5-a]pyrazine-5(4H)-carboxylate